ClC1=NC=CC(=C1F)CC(=O)C=1N=CN(C1C)C=1C=NC(=CC1)C 2-(2-chloro-3-fluoro-4-pyridyl)-1-[5-methyl-1-(6-methyl-3-pyridyl)imidazol-4-yl]Ethanone